[2-(4-chlorobenzyl)-8-methyl-4,5-dihydro-2H-furo[2,3-g]indazol-7-yl](2,6-dimethylmorpholin-4-yl)methanone ClC1=CC=C(CN2N=C3C4=C(CCC3=C2)OC(=C4C)C(=O)N4CC(OC(C4)C)C)C=C1